CN(/C(=C/S(=O)(=O)F)/C)C1=CC=CC=C1 (E)-2-(methyl-(phenyl)amino)propene-1-sulfonyl fluoride